Cyclohexenyl-trimethoxysilane C1(=CCCCC1)[Si](OC)(OC)OC